3-((12-(perfluorophenyl)dodec-11-yn-1-yl)thio)propyl hydrogen ((((R)-1-(6-amino-9H-purin-9-yl)propan-2-yl)oxy)methyl)phosphonate NC1=C2N=CN(C2=NC=N1)C[C@@H](C)OCP(OCCCSCCCCCCCCCCC#CC1=C(C(=C(C(=C1F)F)F)F)F)(O)=O